6-Chloro-1-methyl-N-[4-(trifluoromethyl)phenyl]pyrazolo[3,4-d]pyrimidin-4-amine ClC1=NC(=C2C(=N1)N(N=C2)C)NC2=CC=C(C=C2)C(F)(F)F